tert-Butyl 3-(4-formyl-1H-pyrazol-1-yl)-8-azabicyclo[3.2.1]octane-8-carboxylate C(=O)C=1C=NN(C1)C1CC2CCC(C1)N2C(=O)OC(C)(C)C